C[C@H](CC[C@H]([C@H]([C@H](CO[C@H]1[C@@H]([C@H]([C@@H]([C@@]1(CO)O)O)O)N)O)O)O)[C@H]2CC[C@]3([C@H]2CC[C@@]4([C@@H]3CC[C@H]5[C@]4(CC[C@@H]6[C@@]5(CCCC6(C)C)C)C)C)C The molecule is a hopanoid that is isolated from Burkholderia cenocepacia and Methylobacterium organophilum. It has a role as a bacterial metabolite. It is a hopanoid and an amino cyclitol. It derives from a bacteriohopane-32,33,34,35-tetrol.